BrCCCCN1C=2C=CC=CC2C2(C3=CC=CC=C3OC=3C=CC=CC23)C2=CC=CC=C12 10-(4-Bromobutyl)-10H-spiro[acridine-9,9'-xanthene]